N2-[6-chloro-5-(2,3,4,7-tetrahydro-1H-azepin-5-yl)-2,3-dihydro-1,4-benzodioxin-7-yl]-N4,6-dimethyl-pyrimidine-2,4-diamine ClC1=C(C2=C(OCCO2)C=C1NC1=NC(=CC(=N1)NC)C)C=1CCCNCC1